tris(trimethylsiloxy)siloxydimethylsilyl-styrene C[Si](O[Si](OC(=CC1=CC=CC=C1)[SiH](C)C)(O[Si](C)(C)C)O[Si](C)(C)C)(C)C